N(=NC(C)(OC(C)=O)C1=CC=CC=C1)C(C)(C1=CC=CC=C1)OC(C)=O 1,1'-Azobis(1-acetoxy-1-phenylethane)